ClN1C(=O)N(C(=O)C1(C)C)Cl 1,3-dichloro-5,5-dimethylhydantoin